(S)-ethyl 2-(2-((5-(3-(1-amino-2-hydroxyethyl)phenyl)-2-methylbenzofuran-3-yl)methoxy)-4-methoxyphenyl)acetate N[C@H](CO)C=1C=C(C=CC1)C=1C=CC2=C(C(=C(O2)C)COC2=C(C=CC(=C2)OC)CC(=O)OCC)C1